5-(3-chlorophenyl)-4-(4-methylpiperazin-1-yl)-7-((2-(trimethylsilyl)ethoxy)methyl)-7H-pyrrolo[2,3-d]pyrimidine ClC=1C=C(C=CC1)C1=CN(C=2N=CN=C(C21)N2CCN(CC2)C)COCC[Si](C)(C)C